(3S,4R)-3-fluoro-1-(4-(5-((S)-1-hydroxypropan-2-yl)-8-((2R,3S)-2-methyl-3-(methylsulfonylmethyl)azetidin-1-yl)isoquinolin-3-ylamino)pyrimidin-2-yl)-4-methylpiperidin-4-ol F[C@H]1CN(CC[C@]1(O)C)C1=NC=CC(=N1)NC=1N=CC2=C(C=CC(=C2C1)[C@@H](CO)C)N1[C@@H]([C@H](C1)CS(=O)(=O)C)C